N-[(1-methyl-1H-pyrazol-4-yl)(1-methylpiperidin-3-yl)sulfamoyl]acetamide sodium salt [Na].CN1N=CC(=C1)N(S(=O)(=O)NC(C)=O)C1CN(CCC1)C